furo[3,2-f]quinolin-8-one C=1COC=2C1C1=CC(C=NC1=CC2)=O